CC(=C=CCC(C)=O)CCC=C(C)C 6,10-dimethylundeca-4,5,9-trien-2-one